C(CCCCCCCCCCCCCCC)(=O)O.C(CCCCCCCCCCCCCCC)(=O)O.OC[C@H](O)[C@@H](O)[C@H](O)[C@H](O)CO sorbitol dipalmitate